C(C)(=O)O[C@H](C(=O)N(CC=1SC=CC1)CC=1SC=CC1)CCCCNC(=O)OCC1=CC=CC=C1 (2S)-6-{[(benzyloxy) carbonyl] amino}-1-[bis(2-thienylmethyl) amino]-1-oxohex-an-2-yl acetate